(2-fluoro-5-methylphenyl)boric acid FC1=C(C=C(C=C1)C)OB(O)O